[Cl-].C(C)(C)C1=C(C(=CC=C1)C(C)C)N1C(=[N+](C=C1)C1=C(C=CC=C1C(C)C)C(C)C)Cl 1,3-Bis(2,6-di-i-propylphenyl)-2-chloroimidazolium chloride